OC[C@@H](C)NC1=NNC2=NC=CC(=C21)OC2=CC=C(C=C2)NC(=O)C=2C(N(N1C2COCC1)C1=CC=CC=C1)=O (R)-N-(4-((3-((1-hydroxypropan-2-yl)amino)-1H-pyrazolo[3,4-b]pyridin-4-yl)oxy)phenyl)-2-oxo-1-phenyl-2,4,6,7-tetrahydro-1H-pyrazolo[5,1-c][1,4]oxazine-3-carboxamide